C1[C@@H]([C@H](O[C@H]1N2C=CC(=NC2=O)N)COP(=O)(O)OP(=O)(O)O)O The molecule is a 2'-deoxycytidine phosphate that is the 2'- deoxy derivative of cytidine 5'-diphosphate (CDP). It has a role as a human metabolite, an Escherichia coli metabolite, a mouse metabolite and a Mycoplasma genitalium metabolite. It is a 2'-deoxycytidine phosphate and a pyrimidine 2'-deoxyribonucleoside 5'-diphosphate. It derives from a CDP. It is a conjugate acid of a dCDP(3-).